C(C1=CC=CC=C1)N1C([C@@]2(C3=CC(=CC=C13)OC)[C@@H](C2)C2=CC=C1C=NN(C1=C2)CC2=CC=CC=C2)=O (1r,2s)-1'-benzyl-2-(1-benzyl-1H-indazol-6-yl)-5'-methoxyspiro[cyclopropane-1,3'-indoline]-2'-one